FC1=CC=C(C=C1)C=1N(C2=CC=CC=C2C1)C1OC(C2=CC=CC=C12)=O 3-(2-(4-fluorophenyl)-1H-indol-1-yl)isobenzofuran-1(3H)-one